ClC1=C(C#N)C(=CC=N1)NC1=CC2=C(N(C(N2C[C@H]2N(CCC2)CC2CC2)=O)C)C=C1 (S)-2-chloro-4-((3-((1-(cyclopropylmethyl)pyrrolidin-2-yl)methyl)-1-methyl-2-oxo-2,3-dihydro-1H-benzo[d]imidazol-5-yl)amino)nicotinonitrile